C(C)OC(=O)C1=C(N=C(S1)C1=CC=C(C=C1)C(F)(F)F)C 4-methyl-2-(4-(trifluoromethyl)phenyl)thiazole-5-carboxylic acid ethyl ester